C(C1=CC=CC=C1)OC1=CC(=NC(=C1)S(N)(=O)=O)NCCCC1CC(N(C1)C(=O)OC(C)(C)C)(C)C tert-Butyl 4-[3-[(4-benzyloxy-6-sulfamoyl-2-pyridyl)amino]propyl]-2,2-dimethyl-pyrrolidine-1-carboxylate